CC(CC)OC=1C=NC=CC1 3-(1-methylpropoxy)pyridine